N-[(tert-butoxy)carbonyl]-N-{6-vinyl-7-methyl-5-[4-(pyrrolidine-1-carbonyl)phenyl]-7H-pyrrolo[2,3-d]pyrimidin-4-yl}carbamic acid tert-butyl ester C(C)(C)(C)OC(N(C=1C2=C(N=CN1)N(C(=C2C2=CC=C(C=C2)C(=O)N2CCCC2)C=C)C)C(=O)OC(C)(C)C)=O